OC1(CC1)C1=NN(C=N1)C1CC2(CN(C2)C(=O)N2CC(C2)C=2C=NC(=CC2)N2CC(C2)C(F)(F)F)C1 [6-[3-(1-hydroxycyclopropyl)-1,2,4-triazol-1-yl]-2-azaspiro[3.3]heptan-2-yl]-[3-[6-[3-(trifluoromethyl)azetidin-1-yl]-3-pyridyl]azetidin-1-yl]methanone